OCN1CC(C2=CC=CC=C12)CC1=CC=C(C(=O)O)C=C1 4-((1-(hydroxymethyl)indolin-3-yl)methyl)benzoic acid